CNCC1=CC=NN1 5-((methylamino)methyl)-1H-pyrazole